methyl (5-methyl-2-oxo-1,3-dioxol-4-yl)2-(3-cyano-1-isopropyl-1H-indol-5-yl)isonicotinate CC1=C(OC(O1)=O)C1=C(C(=O)OC)C=CN=C1C=1C=C2C(=CN(C2=CC1)C(C)C)C#N